Cl.N1C(CC1)C(=O)N azetidine-2-carboxamide hydrochloride